3-[5-(propan-2-yl)-1,3-thiazol-2-yl]-5-[(3S)-tetrahydrofur-3-ylmethoxy]benzamide CC(C)C1=CN=C(S1)C=1C=C(C(=O)N)C=C(C1)OC[C@@H]1COCC1